(1R,4R)-4-((6-((5-(5-phenyl-1,3,4-oxadiazol-2-yl)thiazol-2-yl)amino)-4-(piperazine-1-ylmethyl)pyridin-2-yl)amino)cyclohexan-1-ol C1(=CC=CC=C1)C1=NN=C(O1)C1=CN=C(S1)NC1=CC(=CC(=N1)NC1CCC(CC1)O)CN1CCNCC1